(S*)-1-[(S)-1-(2,3-dihydrobenzo[1,4]dioxin-2-yl)methyl]-3-(2-fluorophenyl)piperidine O1[C@H](COC2=C1C=CC=C2)CN2C[C@@H](CCC2)C2=C(C=CC=C2)F |o1:13|